BrC=1C=C(C(=O)OC)C=C(C1)C(C1=CC(=CC(=C1)F)Br)=O methyl 3-bromo-5-(3-bromo-5-fluorobenzoyl)benzoate